2-METHYL-4-(PYRROLIDIN-1-YLSULFONYL)PHENYLBORONIC ACID CC1=C(C=CC(=C1)S(=O)(=O)N1CCCC1)B(O)O